[C@H]12COC[C@H](CC1)N2C2=NC1=CC=C(C=C1C=C2)CO (2-((1R,5s)-3-oxa-8-azabicyclo[3.2.1]oct-8-yl)quinolin-6-yl)methanol